[Cl-].C(CCCCCCCCCCC)[NH3+] dodecyl-ammonium chloride